tert-butyl (8-fluoro-4-oxo-3-(2-(trifluoromethyl) benzyl)-3,4-dihydrobenzo[d][1,2,3]triazin-5-yl)carbamate FC1=CC=C(C2=C1N=NN(C2=O)CC2=C(C=CC=C2)C(F)(F)F)NC(OC(C)(C)C)=O